N-(1-(3-(difluoromethyl)-2-fluorophenyl)ethyl)-2-methylpropane-2-sulfinamide FC(C=1C(=C(C=CC1)C(C)NS(=O)C(C)(C)C)F)F